N1C=NC2=C1C=CC(=C2)S(=O)(=O)C=2C=CC=C1C(N(C(NC21)=O)O)=O 8-((1H-benzo[d]imidazol-5-yl)sulfonyl)-3-hydroxyquinazoline-2,4(1H,3H)-dione